2,2,2-trifluoro-1-(4-fluorophenyl)ethanone FC(C(=O)C1=CC=C(C=C1)F)(F)F